(1R,4R)-4-(3-methyl-4-nitro-1H-pyrazol-1-yl)cyclohexane CC1=NN(C=C1[N+](=O)[O-])C1CCCCC1